1'-(4-methoxybenzyl)-3,3-dimethyl-4-oxo-6',7'-dihydro-1'H-spiro[cyclohexane-1,4'-pyrano[3,4-d]imidazole]-5-carbaldehyde oxime COC1=CC=C(CN2C=NC3=C2CCOC32CC(C(C(C2)C=NO)=O)(C)C)C=C1